4-(6-azaspiro[2.5]octane-6-carbonyl)-3-(1-propan-2-ylpyrazol-3-yl)benzonitrile C1CC12CCN(CC2)C(=O)C2=C(C=C(C#N)C=C2)C2=NN(C=C2)C(C)C